S1C(=NC2=C1C=CC=C2)NC2=C(C(=C(N=N2)NC2=CC=CC(=N2)C(=O)OCC)C)C ethyl 6-({6-[(1,3-benzothiazol-2-yl)amino]-4,5-dimethylpyridazin-3-yl}amino)pyridine-2-carboxylate